(2R,3S,5R)-5-(4-amino-2-chloro-7H-pyrrolo[2,3-d]pyrimidin-7-yl)-2-ethynyl-2-(hydroxymethyl)tetrahydrofuran-3-yl pentyl carbonate C(O[C@@H]1[C@](O[C@H](C1)N1C=CC2=C1N=C(N=C2N)Cl)(CO)C#C)(OCCCCC)=O